ClC1=CC=C(C=C1)C1=C(C(N(N=C1)C1=CC(=CC=C1)F)=O)C(=O)N[C@H](C)[C@H](CO)O (4-chlorophenyl)-N-[(2R,3R)-3,4-dihydroxybutan-2-yl]-2-(3-fluorophenyl)-3-oxo-2,3-dihydropyridazine-4-carboxamide